3-bromo-N-((1S)-1-(3-(5-((ethyl(methyl)(oxo)-λ6-sulfaneylidene)amino)pyridin-2-yl)pyrazin-2-yl)ethyl)-5-(trifluoromethyl)benzamide BrC=1C=C(C(=O)N[C@@H](C)C2=NC=CN=C2C2=NC=C(C=C2)N=S(=O)(C)CC)C=C(C1)C(F)(F)F